1-(6-(1-((1-(3-((4-((5-chloropyrimidin-2-yl)amino)piperidin-1-yl)sulfonyl)phenyl)-piperidin-4-yl)methyl)piperidin-4-yl)benzo[d]isoxazol-3-yl)dihydropyrimidine-2,4(1H,3H)-dione ClC=1C=NC(=NC1)NC1CCN(CC1)S(=O)(=O)C=1C=C(C=CC1)N1CCC(CC1)CN1CCC(CC1)C1=CC2=C(C(=NO2)N2C(NC(CC2)=O)=O)C=C1